5-amino-N-(2-cyanoethyl)-2-[7-methoxy-8-(prop-2-enamido)naphthalen-2-yl]pyrimidine-4-carboxamide NC=1C(=NC(=NC1)C1=CC2=C(C(=CC=C2C=C1)OC)NC(C=C)=O)C(=O)NCCC#N